Ethyl (S)-3-(4-(2,4-Difluorophenyl)thiophen-2-yl)-3-(3-(4-hydroxy-1-methyl-2-oxo-1,2-dihydropyridin-3-yl)ureido)propanoat FC1=C(C=CC(=C1)F)C=1C=C(SC1)[C@H](CC(=O)OCC)NC(=O)NC=1C(N(C=CC1O)C)=O